tert-Butyl (2-(6,7-dichloro-3-((4-chloro-3-cyanophenyl)amino)-9H-carbazol-1-yl)ethyl)carbamate ClC=1C=C2C=3C=C(C=C(C3NC2=CC1Cl)CCNC(OC(C)(C)C)=O)NC1=CC(=C(C=C1)Cl)C#N